O[C@@H](CO)[C@H]1OC(C(=C1[O-])O)=O.[Na+] Sodium (2R)-2-[(1S)-1,2-dihydroxyethyl]-4-hydroxy-5-oxo-2H-furan-3-olate